C(C)S(=O)(=O)C=1C=C(C(=NC1)NC1=NNC2=CC(=CC=C12)[C@@H]1C[C@@]12C(NC1=CC=C(C=C21)OC)=O)OC (1R,2S)-2-(3-{[5-(Ethanesulfonyl)-3-methoxypyridin-2-yl]amino}-1H-indazol-6-yl)-5'-methoxy-1'H-spiro[cyclopropane-1,3'-indol]-2'-one